C(C=C)(=O)NC=1C=C(CNC2=NC(=C(C=3N2C=CN3)C(=O)N)NC3=CC(=CC(=C3)OC)OC)C=CC1Cl 5-((3-acrylamido-4-chlorobenzyl)amino)-7-((3,5-dimethoxyphenyl)amino)imidazo[1,2-c]pyrimidine-8-amide